(2S,4R)-1-((S)-2-amino-3-hydroxy-3-methylbutanoyl)-N-((S)-1-(4-ethynylphenyl)ethyl)-4-hydroxypyrrolidine-2-carboxamide N[C@H](C(=O)N1[C@@H](C[C@H](C1)O)C(=O)N[C@@H](C)C1=CC=C(C=C1)C#C)C(C)(C)O